tert-butyl N-[[5-(dimethylcarbamoyl)-2-(oxetan-3-ylmethyl)pyrazol-3-yl]methyl]carbamate CN(C(=O)C=1C=C(N(N1)CC1COC1)CNC(OC(C)(C)C)=O)C